N-[3-[4-(3-aminopropylamino)butylamino]propyl]-2-ethyl-4-[[3-[1-prop-2-ynyl-3-(trifluoromethyl)pyrazol-4-yl]imidazo[1,2-a]pyrazin-8-yl]amino]benzamide trifluoroacetate FC(C(=O)O)(F)F.NCCCNCCCCNCCCNC(C1=C(C=C(C=C1)NC=1C=2N(C=CN1)C(=CN2)C=2C(=NN(C2)CC#C)C(F)(F)F)CC)=O